1-(1-(3-oxo-3-(4-(5-(trifluoromethyl)pyrimidin-2-yl)hexahydropyrrolo[3,2-b]pyrrol-1(2H)-yl)propoxy)propan-2-yl)-3-(trifluoromethyl)-1,5-dihydro-4H-pyrazolo[3,4-d]pyridazin-4-one O=C(CCOCC(C)N1N=C(C2=C1C=NNC2=O)C(F)(F)F)N2C1C(CC2)N(CC1)C1=NC=C(C=N1)C(F)(F)F